2-(2-(Benzyloxy)-4-(difluoromethoxy)-6-methylphenyl)-4,4,5,5-tetramethyl-1,3,2-dioxaborolane C(C1=CC=CC=C1)OC1=C(C(=CC(=C1)OC(F)F)C)B1OC(C(O1)(C)C)(C)C